5-guanidinophenylmethanol N(C(=N)N)C=1C=CC=C(C1)CO